2-amino-4-(p-tolyl)-5-methylthiothiazole NC=1SC(=C(N1)C1=CC=C(C=C1)C)SC